Cl.NC\C=C(\CN1C(=NC2=C1C=CC=C2C2=CC=C(C=C2)S(=O)(=O)NC2CC2)C(F)(F)F)/F (Z)-4-(1-(4-amino-2-fluoro-but-2-en-1-yl)-2-(trifluoromethyl)-1H-benzo[d]imidazol-4-yl)-N-cyclopropylbenzenesulfonamide hydrochloride